(R)-5-(3-((1-ethoxypropan-2-yl)amino)-4-nitrophenyl)-1,3-dimethylpyridin-2(1H)-one C(C)OC[C@@H](C)NC=1C=C(C=CC1[N+](=O)[O-])C=1C=C(C(N(C1)C)=O)C